C1(=CC=C(C=C1)C1=CN=C(N1)C1NCCCC1)C 2-(5-(p-tolyl)imidazol-2-yl)piperidine